OC1C(C23C(C4(CCCC(C4CC2)(C(=O)O)C)C)CCC1(C3)C)C(=O)O 8-hydroxy-4,9,11b-trimethyltetradecahydro-6a,9-methanocyclohepta[a]naphthalene-4,7-dicarboxylic acid